C(C)(C)(C)OC=1C=C2C(=NNC2=CC1)C1=CC(=NC=N1)N1C[C@@H](N(CC1)CCOCCOCCOCCOC=1C=C2C(N(C(C2=CC1)=O)C1C(NC(CC1)=O)=O)=O)C 5-[2-[2-[2-[2-[(2S)-4-[6-(5-tert-butoxy-1H-indazol-3-yl)pyrimidin-4-yl]-2-methyl-piperazin-1-yl]ethoxy]ethoxy]ethoxy]ethoxy]-2-(2,6-dioxo-3-piperidyl)isoindoline-1,3-dione